(1R,5S)-3-benzyl-3-azabicyclo[3.1.0]hexane-6-carboxylic acid ethyl ester C(C)OC(=O)C1[C@H]2CN(C[C@@H]12)CC1=CC=CC=C1